[5-chloro-2-(trifluoromethyl)phenyl]hydrazine ClC=1C=CC(=C(C1)NN)C(F)(F)F